2,2'-(ethylenedioxy)bis(ethylmaleimide) C(OC=1C(=O)NC(C1CC)=O)COC=1C(=O)NC(C1CC)=O